CN(S(=O)(=O)C1=CC=C(C=C1)S(=O)(=O)N[C@@H]1[C@@H](CCCC1)N1CCN(CC1)C(=O)OC(C)(C)C)C tert-butyl 4-((1R,2S)-2-(4-(N,N-dimethylsulfamoyl)phenylsulfonamido)cyclohexyl)piperazine-1-carboxylate